CN(N)C#N 1-methylhydrazinecarbonitrile